ε-ethylcaprolactone C(C)C1CCCCC(=O)O1